(S)-N-(1-amino-3-(3-fluorophenyl)propan-2-yl)-4-methyl-5-(5-methyl-7-oxo-5,6,7,8-tetrahydronaphthyridin-4-yl)thiophene-2-carboxamide NCC(CC1=CC(=CC=C1)F)NC(=O)C=1SC(=C(C1)C)C1=CC=NC=2NC(C[C@@H](C12)C)=O